N-(6-(1-(4-fluoro-3-methyltetrahydrofuran-3-yl)piperidin-4-yl)-7-methylisoquinolin-3-yl)-5-oxaspiro[2.4]heptane-1-carboxamide FC1C(COC1)(C)N1CCC(CC1)C=1C=C2C=C(N=CC2=CC1C)NC(=O)C1CC12COCC2